OC1=CC=C(C=C1)C(=N)NC(OC(C)(C)C)=O Tert-butyl ((4-hydroxyphenyl)(imino)methyl)carbamate